P(=O)([O-])([O-])[O-].[NH2+]1C=CC=C1.[NH2+]1C=CC=C1.[NH2+]1C=CC=C1 azolium phosphate